trifluoro-amine oxide F[N+](F)(F)[O-]